ON=C(CC(C)(C)C)Cl N-hydroxy-3,3-dimethylbutanimidoyl chloride